2-methyl-3-(2-methyl-3-carboxyphenyl)-4(3H)quinazolinone CC1=NC2=CC=CC=C2C(N1C1=C(C(=CC=C1)C(=O)O)C)=O